C1(CCCC2=CC=CC=C12)=O 3,4-dihydro-naphthalene-1(2H)-one